FC1(C(CN(CC1)C=1N=NC(=CC1)CN1N=NC(=C1)C=1C=NC=C(C1)OC)NC(OC(C)(C)C)=O)F tert-butyl N-[4,4-difluoro-1-[6-[[4-(5-methoxy-3-pyridyl)triazol-1-yl]methyl]pyridazin-3-yl]-3-piperidyl]carbamate